(R)-1,1-difluoro-1-(2-fluoro-3-(1-((7-deuteromethoxy-6-(2-methoxyethoxy)-2-Methylquinazolin-4-yl)amino)ethyl)phenyl)-2-methylpropan-2-ol FC(C(C)(O)C)(C1=C(C(=CC=C1)[C@@H](C)NC1=NC(=NC2=CC(=C(C=C12)OCCOC)OC[2H])C)F)F